1-(4-fluorophenyl)-N-(2,3,6-trifluoro-4-((3-(2-(((3S,5R)-5-(fluoromethyl)piperidin-3-yl)amino)pyrimidin-4-yl)pyridin-2-yl)oxy)phenyl)methanesulfonamide FC1=CC=C(C=C1)CS(=O)(=O)NC1=C(C(=C(C=C1F)OC1=NC=CC=C1C1=NC(=NC=C1)N[C@@H]1CNC[C@@H](C1)CF)F)F